C(C)OC(=O)C1=C(C2=C(CCC3=CN(N=C23)C[C@H]2CN(CCO2)C)O1)C 8-Methyl-2-{[(2R)-4-methylmorpholin-2-yl]methyl}-4,5-dihydro-2H-furo[2,3-g]indazole-7-carboxylic acid ethyl ester